5-(5-chloro-2-methyl-4-nitrophenoxy)-1-methyl-1H-benzo[d]imidazole ClC=1C(=CC(=C(OC2=CC3=C(N(C=N3)C)C=C2)C1)C)[N+](=O)[O-]